O[C@@H](CN1CCNCC1)CO 4-((S)-2,3-Dihydroxypropyl)piperazin